5-Methyl-6'-(((1S,3S)-3-((6-methyl-1,2,4-triazin-3-yl)amino)cyclopentyl)amino)-2H-[1,3'-bipyridin]-2-one CC=1C=CC(N(C1)C=1C=NC(=CC1)N[C@@H]1C[C@H](CC1)NC=1N=NC(=CN1)C)=O